ascorbic acid, ethylenediaminetetraacetic acid salt C(CN(CC(=O)O)CC(=O)O)N(CC(=O)O)CC(=O)O.O=C1C(O)=C(O)[C@H](O1)[C@@H](O)CO